N1(CC1)CC(O)C1=CC(=CC=C1)Cl 2-(aziridin-1-yl)-1-(3-chlorophenyl)ethan-1-ol